C(=O)O.CC1=NC2=CC=CC=C2C(=N1)NC(C)C=1C=C(C=CC1)C 2-methyl-N-(1-(m-tolyl)ethyl)quinazolin-4-amine formate